C1(=CC=CC=C1)CC(C=O)CCCCCC 2-(phenylmethyl)octanal